succinic acid, di-potassium salt [K+].[K+].C(CCC(=O)[O-])(=O)[O-]